[C@H](C)(CC)[C@@H]1N=C(C2=C(NC1=O)C=CC(=C2)OC)C2=CC=CC=C2 (S)-3-((S)-sec-butyl)-7-methoxy-5-phenyl-1,3-dihydro-2H-benzo[e][1,4]diazepin-2-one